BrC=1C=C(OCCC(=O)N[C@H](C(=O)N2[C@@H](C[C@H](C2)O)C(=O)N[C@@H](C)C2=CC=C(C=C2)C2=C(N=CS2)C)C(C)(C)C)C=CC1 (2S,4R)-1-{(2S)-2-[3-(3-bromophenoxy)propanamido]-3,3-dimethylbutyryl}-4-hydroxy-N-{(1S)-1-[4-(4-methyl-1,3-thiazol-5-yl)phenyl]ethyl}pyrrolidine-2-carboxamide